C1(CC1)C1=C(C(=NO1)C1=C(C=CC=C1Cl)Cl)CO[C@H]1[C@H]2CN([C@@H](C1)C2)C(=O)OCC2=CC=CC=C2 Benzyl (1R,4R,5R)-5-((5-cyclopropyl-3-(2,6-dichlorophenyl)isoxazol-4-yl)methoxy)-2-azabicyclo[2.2.1]heptane-2-carboxylate